ClC=1C=C(C=CC1C1=NC(=C(C=C1)F)C#N)S(=O)(=O)NC1=C(C(=CC=C1)Cl)Cl 3-chloro-4-(6-cyano-5-fluoropyridin-2-yl)-N-(2,3-dichlorophenyl)benzenesulfonamide